sulfinylamino ether S(=O)=NON=S=O